N1=NC=C2C=NC=NN21 1,2,3-triazolo[5,1-f]-1,2,4-triazine